C1(CC1)C1CN(CCO1)C=1N=C(C2=C(N1)C(N(C2)C(C)C)=O)NC2=CC=C(C=C2)C(C(F)(F)F)(F)F 2-(2-cyclopropylmorpholin-4-yl)-4-{[4-(pentafluoroethyl)phenyl]amino}-6-(propan-2-yl)-5,6-dihydro-7H-pyrrolo[3,4-d]pyrimidin-7-one